N=1N(N=CC1)C1=C(C=C(C=N1)NC(=O)[C@@H]1C[C@@](C2=C1C=NC=1N2N=C(C1)F)(C=1C=NN(C1)C)C)C(F)(F)F cis-N-(6-(2H-1,2,3-triazol-2-yl)-5-(trifluoromethyl)pyridin-3-yl)-2-fluoro-8-methyl-8-(1-methyl-1H-pyrazol-4-yl)-7,8-dihydro-6H-cyclopenta[e]pyrazolo[1,5-a]pyrimidine-6-carboxamide